Br.BrC=1CCCC2=C(C1C1=CC=C(C=C1)O[C@@H]1CN(CC1)CCCF)C=CC(=C2F)C(=O)OC methyl 8-bromo-4-fluoro-9-(4-{[(3S)-1-(3-fluoropropyl)pyrrolidin-3-yl]oxy}phenyl)-6,7-dihydro-5H-benzo[7]annulene-3-carboxylate, hydrobromide